2,2',3-trihydroxybenzophenone OC1=C(C(=O)C2=C(C=CC=C2)O)C=CC=C1O